(S)-N-(3-(2-((2-fluoro-3-(methylsulfonyl)phenyl)amino)-5-methylpyrimidin-4-yl)-1H-indol-7-yl)-2-(4-methylpiperazin-1-yl)butanamide FC1=C(C=CC=C1S(=O)(=O)C)NC1=NC=C(C(=N1)C1=CNC2=C(C=CC=C12)NC([C@H](CC)N1CCN(CC1)C)=O)C